N1N=C(C2=CC=CC=C12)CN(C(=O)C1=C(C2=C(S1)C=CC(=C2)C=2C=NC=C(C2)OC)C)CCC(=O)NC N-((1H-indazol-3-yl)methyl)-5-(5-methoxypyridin-3-yl)-3-methyl-N-(3-(methylamino)-3-oxopropyl)benzo[b]thiophene-2-carboxamide